CN1N=C2CC[C@H](CC2=C1C(=O)O)C(F)(F)F (5R)-2-methyl-5-(trifluoromethyl)-4,5,6,7-tetrahydroindazole-3-carboxylic acid